tert-butyl (4-(2-cyanopropan-2-yl)-2-methoxyphenyl)carbamate C(#N)C(C)(C)C1=CC(=C(C=C1)NC(OC(C)(C)C)=O)OC